[Br-].C(C)(C)N(C(C[Zn+])=O)C(C)C (2-(Diisopropylamino)-2-oxoethyl)zinc(II) bromide